C(C)(C)(C)OC(NCCC#CC1=CC(=C(C(=C1)F)C=1C(=NC=2N(C1N[C@H](C)C(C)(C)C)N=CN2)Cl)F)=O (R)-(4-(4-(5-chloro-7-((3,3-dimethylbut-2-yl)amino)-[1,2,4]Triazolo[1,5-a]Pyrimidin-6-yl)-3,5-difluorophenyl)but-3-yn-1-yl)carbamic acid tert-butyl ester